(5-methacrylamidopyridin-2-yl)boronic acid C(C(=C)C)(=O)NC=1C=CC(=NC1)B(O)O